O1C(=CC=C1)CNS(=O)(=O)C1=CC=C(C=C1)N1CCCCC1 1-{4-[(furan-2-ylmethyl)sulfamoyl]phenyl}piperidin